(R)-(1-methyl-1H-1,2,4-triazol-5-yl)(4-(4-methylpyrazolo[1,5-a]pyridin-2-yl)-6,7-dihydro-1H-imidazo[4,5-c]pyridin-5(4H)-yl)methanone CN1N=CN=C1C(=O)N1[C@H](C2=C(CC1)NC=N2)C2=NN1C(C(=CC=C1)C)=C2